N-{(1R)-1-[5-(2,2-difluorocyclopropane-1-carbonyl)-5,6,7,8-tetrahydro-1,5-naphthyridin-2-yl]ethyl}-4-fluorobenzamide FC1(C(C1)C(=O)N1C=2C=CC(=NC2CCC1)[C@@H](C)NC(C1=CC=C(C=C1)F)=O)F